C(CCC)NC(C1=CC=CC=C1)=O N-butyl-benzamide